ClC=1N=NC(=CN1)CNC(=O)C1(CCCC1)CC N-((3-chloro-1,2,4-triazin-6-yl)methyl)-1-ethylcyclopentane-1-carboxamide